CN1C(C(=CC(=C1)C(F)(F)F)NC(=O)N)=O (1-methyl-2-oxo-5-(trifluoromethyl)-1,2-dihydropyridin-3-yl)urea